COC(C(NC)C1=CC=C(C=C1)O)=O methyl-p-hydroxyphenylglycine methyl ester